3-(4-(2-(3,5-difluorocyclohexyl)-2-(1-methyl-1H-pyrazole-5-carboxamido)acetamido)phenyl)-2,4-dimethylpyridine 1-oxide FC1CC(CC(C1)F)C(C(=O)NC1=CC=C(C=C1)C=1C(=[N+](C=CC1C)[O-])C)NC(=O)C1=CC=NN1C